4-[(E)-3-(2-Hydroxy-6-phenylmethoxyphenyl)-3-oxoprop-1-enyl]benzoic acid OC1=C(C(=CC=C1)OCC1=CC=CC=C1)C(/C=C/C1=CC=C(C(=O)O)C=C1)=O